1-(6,7-dihydro-5H-pyrido[2',3':6,7]cyclohepta[1,2-c]pyridazin-3-yl)-N3-((7S)-7-(dipropylamino)-6,7,8,9-tetrahydro-5H-benzo[7]annulene-2-yl)-1H-1,2,4-triazole-3,5-diamine N1=NC(=CC2=C1C1=C(CCC2)N=CC=C1)N1N=C(N=C1N)NC=1C=CC2=C(CC[C@H](CC2)N(CCC)CCC)C1